C(CCC)OC1=NN2C(C(=N1)N)=NC=C2CC2=C(C=C(C=C2)OC2C[C@H]1CC[C@@H](C2)N1CC)F D-2-butoxy-7-(4-(((1R,5S)-8-ethyl-8-azabicyclo[3.2.1]oct-3-yl)oxy)-2-fluorobenzyl)imidazo[2,1-f][1,2,4]triazin-4-amine